6-((1R,2R)-2-(1-Methyl-1H-pyrazol-3-yl)cyclobutyl)-4-oxo-1-((R)-1-(6-(trifluoromethyl)pyridin-3-yl)ethyl)-4,5-dihydro-1H-pyrazolo[3,4-d]pyrimidin-3-carbonitril CN1N=C(C=C1)[C@H]1[C@@H](CC1)C=1NC(C2=C(N1)N(N=C2C#N)[C@H](C)C=2C=NC(=CC2)C(F)(F)F)=O